(Tetrahydrofuran-3-yl)(2-(4-(p-tolyl)-1H-imidazol-2-yl)piperidin-1-yl)methanone O1CC(CC1)C(=O)N1C(CCCC1)C=1NC=C(N1)C1=CC=C(C=C1)C